(5s,7r,8r,9s,10r)-7-(hydroxymethyl)-10-(pyridin-3-ylmethoxy)-9-(4-(3,4,5-trifluorophenyl)-1H-1,2,3-triazol-1-yl)-1,6-dioxaspiro[4.5]decan-8-ol acetate C(C)(=O)O[C@H]1[C@H](O[C@@]2(CCCO2)[C@@H]([C@H]1N1N=NC(=C1)C1=CC(=C(C(=C1)F)F)F)OCC=1C=NC=CC1)CO